[Eu].FC(C(CC(C(C)(C)C)=O)=O)(C(C(F)(F)F)(F)F)F.FC(C(CC(C(C)(C)C)=O)=O)(C(C(F)(F)F)(F)F)F.FC(C(CC(C(C)(C)C)=O)=O)(C(C(F)(F)F)(F)F)F tris(6,6,7,7,8,8,8-heptafluoro-2,2-dimethyl-3,5-octanedione) europium